C(C)(C)(C)OC(=O)N1CCN(CC1)C1=NC(=C2N=CN(C2=N1)C)C1=CC=C(C=C1)OC(F)(F)F 4-(9-methyl-6-(4-(trifluoromethoxy)phenyl)-9H-purin-2-yl)piperazine-1-carboxylic acid tert-butyl ester